NCC(C(F)(F)F)(O)C=1SC=CC1 3-amino-1,1,1-trifluoro-2-(thiophen-2-yl)propan-2-ol